[NH4+].[NH4+].C(C)N1CSC2=C1C=CC(=C2)S(=O)(=O)[O-].C(C)N2CSC1=C2C=CC(=C1)S(=O)(=O)[O-] (3-ethylbenzothiazole-6-sulfonic acid) diammonium salt